methyl 4-((3-nitro-6-(tetrahydro-2H-pyran-4-yl) pyridin-2-yl) amino)benzoate [N+](=O)([O-])C=1C(=NC(=CC1)C1CCOCC1)NC1=CC=C(C(=O)OC)C=C1